C(C)(C)(C)OCCN(CC[C@@H](C(=O)O)NC(N(C(C)C)CC)=O)CCCCC1=NC=2NCCCC2C=C1 (2S)-4-[2-tert-butoxyethyl-[4-(5,6,7,8-tetrahydro-1,8-naphthyridin-2-yl)butyl]amino]-2-[[ethyl(isopropyl)carbamoyl]amino]butanoic acid